FC1(CC(C1)N1C(CCC1C(=O)OCC)C(=O)OCC)F diethyl 1-(3,3-difluorocyclobutyl)pyrrolidine-2,5-dicarboxylate